(S)-2-(1-methoxy-2-oxoethoxy)ethyl 4-methylbenzenesulfonate CC1=CC=C(C=C1)S(=O)(=O)OCCO[C@@H](C=O)OC